(R)-(7-((4-(methylamino)-3-(trifluoromethyl)-1H-pyrrolo[2,3-b]pyridin-6-yl)amino)-2,3-dihydrobenzo-furan-4-yl)(3-morpholinopyrrolidin-1-yl)methanone CNC1=C2C(=NC(=C1)NC1=CC=C(C=3CCOC31)C(=O)N3C[C@@H](CC3)N3CCOCC3)NC=C2C(F)(F)F